C(C)(C)(C)NC(N)=O 3-t-butylurea